FC=1C=C(C(=C2CCCC12)NC(=O)C1N2C(OC1(C)C)=C(C=N2)S(=O)(N)=N)C2=CC(=NC=C2)OC ((7-fluoro-5-(2-methoxypyridin-4-yl)-2,3-dihydro-1H-inden-4-yl)carbamoyl)-2,2-dimethyl-2,3-dihydropyrazolo[5,1-b]oxazole-7-sulfonimidamide